[N+](=O)([O-])C1=CC=C(C(=O)NC2=CC(=C(C(=O)O)C=C2)C(F)(F)F)C=C1 4-[(4-nitrobenzoyl)amino]-2-trifluoromethyl-benzoic acid